FC(C1=NN=C(O1)C=1C=C(C(=NC1)CN(C(=O)N1CCSCC1)C1=C(C=CC(=C1)F)F)F)F N-[[5-[5-(difluoromethyl)-1,3,4-oxadiazol-2-yl]-3-fluoro-2-pyridyl]methyl]-N-(2,5-difluorophenyl)thiomorpholin-4-carboxamide